CN(C1=C(C=C(C=C1)NC=1N=CC2=C(N1)CN(CC2)C2=C(C1=C(OCCN1)N=C2)C)C)CCN2CCOCC2 N1,2-dimethyl-N4-(7-{8-methyl-1H,2H,3H-pyrido[2,3-b][1,4]oxazin-7-yl}-5H,6H,7H,8H-pyrido[3,4-d]pyrimidin-2-yl)-N1-[2-(morpholin-4-yl)ethyl]benzene-1,4-diamine